P(=O)(OP(=O)=O)([O-])[O-] (phospho) phosphate